The molecule is an organic anion that is the conjugate base of 8-amino-8-demethylriboflavin, obtained by removal of the imide proton at position 3. It is the major microspecies at pH 7.3 (according to Marvin v 6.2.0.). It is a conjugate base of an 8-amino-8-demethylriboflavin. CC1=CC2=C(C=C1N)N(C3=NC(=NC(=O)C3=N2)[O-])C[C@@H]([C@@H]([C@@H](CO)O)O)O